(2S,5R)-5-[2-(benzyloxy)-2-oxoethyl]pyrrolidine-2-carboxylic acid methyl ester COC(=O)[C@H]1N[C@H](CC1)CC(=O)OCC1=CC=CC=C1